1-isopropyl-pyrazole-4-carboxamide C(C)(C)N1N=CC(=C1)C(=O)N